N-((1R,4R)-4-(1H-imidazol-1-yl)cyclohexyl)-5-chloro-4-(5-(cyclopropyl-methyl)-1-methyl-1H-pyrazol-4-yl)pyrimidin-2-amine N1(C=NC=C1)C1CCC(CC1)NC1=NC=C(C(=N1)C=1C=NN(C1CC1CC1)C)Cl